((4-phenyl-5-((4-(trifluoromethoxy)benzyl)thio)-4H-1,2,4-triazol-3-yl)methyl)-9H-carbazole C1(=CC=CC=C1)N1C(=NN=C1SCC1=CC=C(C=C1)OC(F)(F)F)CC1=CC=CC=2C3=CC=CC=C3NC12